2-bromo-6-fluoro-5-methoxy-7-methylthiazolo[5,4-b]pyridine BrC=1SC2=NC(=C(C(=C2N1)C)F)OC